Cl.N[C@@H]1CN(C[C@H]1F)C1=CC2=C(N=C(N=C2N[C@H](C)C2=C(C(=CC=C2)C(F)F)F)C)C=N1 6-[(trans)-3-amino-4-fluoropyrrolidin-1-yl]-N-{(1R)-1-[3-(difluoromethyl)-2-fluorophenyl]ethyl}-2-methylpyrido[3,4-d]pyrimidin-4-amine hydrochloride